Tert-butyl 4-(3-(1-(2,6-dioxopiperidin-3-yl)-3-methyl-2-oxo-2,3-dihydro-1H-benzo[d]imidazol-5-yl)prop-2-yn-1-yl)piperazine-1-carboxylate O=C1NC(CCC1N1C(N(C2=C1C=CC(=C2)C#CCN2CCN(CC2)C(=O)OC(C)(C)C)C)=O)=O